1-(2-aminobenzo[d]thiazol-6-yl)-1-[2-(4-morpholinyl)ethyl]-3-(naphthalen-1-yl)urea NC=1SC2=C(N1)C=CC(=C2)N(C(=O)NC2=CC=CC1=CC=CC=C21)CCN2CCOCC2